5-(2-fluoro-5-(2-phenylethynyl)phenoxy)-1H-1,2,3-triazole-4-carboxylic acid FC1=C(OC2=C(N=NN2)C(=O)O)C=C(C=C1)C#CC1=CC=CC=C1